1,1-bis(trifluoromethyl)-2,2,2-trifluoroethyl acrylate C(C=C)(=O)OC(C(F)(F)F)(C(F)(F)F)C(F)(F)F